N1CC(C1)C1=NC2=C(C3=C(C=C2C=C1)C=C(O3)C#N)Br 7-(azetidin-3-yl)-9-bromofuro(3,2-g)quinoline-2-carbonitrile